(S)-5-amino-4-(4-((4-(2-morpholinopropan-2-yl)benzyl)oxy)-1-oxoisoindolin-2-yl)-5-oxopentanoic acid tert-butyl ester C(C)(C)(C)OC(CC[C@@H](C(=O)N)N1C(C2=CC=CC(=C2C1)OCC1=CC=C(C=C1)C(C)(C)N1CCOCC1)=O)=O